t-β-methylstyrene CC=CC1=CC=CC=C1